NC1=NNC2=CC=C(C(=C12)C1=C(C=C2C(=NC(=NC2=C1F)NCCC(N1CCCC1)=O)N1C[C@H](N(C[C@@H]1C)C(C=C)=O)C)Cl)C 1-((2R,5S)-4-(7-(3-amino-5-methyl-1H-indazol-4-yl)-6-chloro-8-fluoro-2-(3-oxo-3-(pyrrolidin-1-yl)propylamino)quinazolin-4-yl)-2,5-dimethylpiperazin-1-yl)prop-2-en-1-one